S1C=NC2=C1C=CC(=C2)[C@@H]2N(C[C@H](CC2)C)C(C(=O)NC=2C=C(C(=NC2)OC)C(=O)N)=O 5-[[2-[(2R,5S)-2-(1,3-benzothiazol-5-yl)-5-methyl-1-piperidyl]-2-oxoacetyl]amino]-2-methoxy-pyridine-3-carboxamide